(ethyl) (2-propenyl) (2-propynyl) phosphate P(=O)(OCC)(OCC=C)OCC#C